FC1=C(C=CC=C1)C=1C=C(SC1)C(=O)NC1=CC(=CC=C1)NS(=O)(=O)C 4-(2-fluorophenyl)-N-(3-(methylsulfonamido)phenyl)thiophene-2-carboxamide